tert-butyl (R)-4-(1-(3-(3-((4-(1H-pyrazol-4-yl)benzyl)(cyclopropyl)carbamoyl) piperidin-1-yl)phenoxy)cyclopropane-1-carbonyl)piperazine-1-carboxylate N1N=CC(=C1)C1=CC=C(CN(C(=O)[C@H]2CN(CCC2)C=2C=C(OC3(CC3)C(=O)N3CCN(CC3)C(=O)OC(C)(C)C)C=CC2)C2CC2)C=C1